(R)-3-Hydroxy-1-methyl-3-(5-(4-methyl-3-(7-(methylthio)thiazolo[5,4-d]pyrimidin-2-yl)phenyl)isoxazol-3-yl)pyrrolidin-2-one O[C@@]1(C(N(CC1)C)=O)C1=NOC(=C1)C1=CC(=C(C=C1)C)C=1SC=2N=CN=C(C2N1)SC